2-((5-bromo-2,3-dihydro-1H-indene-2-yl)amino)pyrimidine-5-carbohydrazide BrC=1C=C2CC(CC2=CC1)NC1=NC=C(C=N1)C(=O)NN